FC(C1=NC(=CC=C1OC[C@](CC(C)C)(N)C)C1=C2C(=NC=C1)C=CN2)F (S)-1-((2-(difluoromethyl)-6-(1H-pyrrolo[3,2-b]pyridin-7-yl)pyridin-3-yl)oxy)-2,4-dimethylpentan-2-amine